N-(2-fluorophenyl)-6-methyl-4-[(1-methylcyclopropyl)amino]furo[2,3-d]pyrimidine-5-carboxamide FC1=C(C=CC=C1)NC(=O)C1=C(OC=2N=CN=C(C21)NC2(CC2)C)C